C(C)OC(C(=C)C)=O.N1C=NC(=C1)C=O (4-imidazoleformaldehyde) ethyl-methacrylate